[Si](C1=CC=CC=C1)(C1=CC=CC=C1)(C(C)(C)C)OC[C@H]1O[C@H]([C@H]2[C@@H]1OC(O2)(C)C)C=2N=C(C1=C(N2)C=CO1)N ((3aS,4S,6R,6aR)-6-(((tert-butyldiphenylsilyl)oxy)methyl)-2,2-dimethyltetrahydrofuro[3,4-d][1,3]dioxol-4-yl)furo[3,2-d]pyrimidin-4-amine